ethyl 2-(5-bromopyrimidin-2-yl)-2-methylpropanoate BrC=1C=NC(=NC1)C(C(=O)OCC)(C)C